(S)-[(3aR,4R,6R,6aR)-4-(4-chloropyrrolo[2,3-d]pyrimidin-7-yl)-2,2-dimethyl-3a,4,6,6a-tetrahydrofuro[3,4-d][1,3]dioxol-6-yl]-[4-chloro-2-(hydroxymethyl)phenyl]methanol ClC=1C2=C(N=CN1)N(C=C2)[C@@H]2O[C@@H]([C@H]1OC(O[C@H]12)(C)C)[C@@H](O)C1=C(C=C(C=C1)Cl)CO